ClC=1C=C(C=CC1)[C@@H](CO)NC(=O)C=1N=CN(C1)C1=NC(=NC=C1C)NC1=CC=NN1C (S)-N-(1-(3-chlorophenyl)-2-hydroxyethyl)-1-(5-methyl-2-((1-methyl-1H-pyrazol-5-yl)amino)-pyrimidin-4-yl)-1H-imidazole-4-amide